C1=CC(=CC=C1C2=C([C@H](C3=C(C=C(C=C3O2)O)[O-])O)O)O The molecule is an organic anion that is the conjugate base of (4S)-2,3-dehydroleucopelargonidin, obtained by deprotonation of the 3-hydroxy group. It is the major microspecies at pH 7.3 (according to Marvin v 6.2.0.). It is a conjugate base of a (4S)-2,3-dehydroleucopelargonidin.